FC1=C(C(=CC=C1)OC)S(=O)(=O)N 2-fluoro-6-methoxybenzenesulfonamide